O=C1NC(CCC1N1C(N(C2=C1C=CC=C2C#CCN2C[C@H](OCC2)CNC(OC(C)(C)C)=O)C)=O)=O tert-butyl N-[[(2R)-4-[3-[1-(2,6-dioxo-3-piperidyl)-3-methyl-2-oxo-benzimidazol-4-yl]prop-2-ynyl]morpholin-2-yl]methyl]carbamate